FC1=C(C=CC(=C1)C1CNCCC1)C=1N=C2SC3=C(N2C1)C=CC(=C3)C(=O)NCCCN3CCC(CC3)F 2-(2-fluoro-4-(piperidin-3-yl)phenyl)-N-(3-(4-fluoropiperidin-1-yl)propyl)benzo[d]imidazo[2,1-b]thiazole-7-carboxamide